4-(2-(2,8-dimethyl-1,2,3,4-tetrahydroisoquinolin-6-yl)-5H-pyrrolo[2,3-b]pyrazin-7-yl)-N,N,2-trimethylbenzamide CN1CC2=C(C=C(C=C2CC1)C=1N=C2C(=NC1)NC=C2C2=CC(=C(C(=O)N(C)C)C=C2)C)C